BrC1=CC(=C(C(=O)OC)C=C1)NC(=O)OC1=CC=CC=C1 methyl 4-bromo-2-((phenoxycarbonyl)amino)benzoate